O[C@H]1[C@H](CCC1)OCC1=CC(=C2CNC(C2=C1)=O)C(F)(F)F 6-({[(1S,2R)-2-hydroxycyclopentyl]oxy}methyl)-4-(trifluoromethyl)-3H-isoindol-1-one